trans-2-(bis(ethylsulfanyl)methyl)-3-phenyl-4-(3,4,5-trimethoxyphenyl)cyclobut-2-ene-1-carboxylic acid ethyl ester C(C)OC(=O)[C@@H]1C(=C([C@H]1C1=CC(=C(C(=C1)OC)OC)OC)C1=CC=CC=C1)C(SCC)SCC